ClC1=C(C=2N=C(N=C(C2C(=N1)OC[C@H]1NCCCC1)O)SC)F (S)-7-chloro-8-fluoro-2-(methylsulfanyl)-5-(piperidin-2-ylmethoxy)pyrido[4,3-d]pyrimidin-4-ol